(4-(1-Methyl-4-(trifluoromethyl)-1H-imidazol-2-yl)phenyl)methylamine CN1C(=NC(=C1)C(F)(F)F)C1=CC=C(C=C1)CN